C(C=C)OC1=C(C=CC=C1)C#CC=1C=NC=CC1 3-((2-(allyloxy)phenyl)ethynyl)pyridine